5-(3-bromo-2-pyridyl)-N-[2,5-difluoro-4-(trifluoromethyl)phenyl]-1H-pyrrole-3-sulfonamide BrC=1C(=NC=CC1)C1=CC(=CN1)S(=O)(=O)NC1=C(C=C(C(=C1)F)C(F)(F)F)F